2-(6-(methyl(2,2,6,6-tetramethylpiperidin-4-yl)amino)pyridazin-3-yl)-5-(1-methyl-1H-imidazol-4-yl)phenol CN(C1=CC=C(N=N1)C1=C(C=C(C=C1)C=1N=CN(C1)C)O)C1CC(NC(C1)(C)C)(C)C